C(C)(C)(C)OC(=O)N1CCC(CC1)OC1=NC(=CC=C1)N1N(C(C2=CN=C(N=C12)NC1=CC=C(C=C1)OCC(F)(F)F)=O)CC=C tert-butyl-4-(6-{2-allyl-3-oxo-6-[p-(2,2,2-trifluoroethoxy)phenylamino]-1,2-dihydro-3H-1,2,5,7-tetraazainden-1-yl}-2-pyridyloxy)-1-piperidinecarboxylate